C1(=CC=CC=C1)C(C)SCCC(=O)OCC ethyl 3-((1-phenylethyl)thio)propanoate